CC=1C=C(C=NNC2=C3C(=NC(=N2)N2CCOCC2)N(N=C3)C3=CC=CC=C3)C=CC1 4-(4-(2-(3-methylbenzylidene)hydrazinyl)-1-phenyl-1H-pyrazolo[3,4-d]pyrimidin-6-yl)morpholine